Tert-butyl 4-(2-(3-((2,6-dioxopiperidin-3-yl)amino)phenoxy)acetyl)piperazine-1-carboxylate O=C1NC(CCC1NC=1C=C(OCC(=O)N2CCN(CC2)C(=O)OC(C)(C)C)C=CC1)=O